FC1(CC(C1)C=1C=CC(=NC1F)[C@@H](NC(=O)[C@H]1N(C[C@@H](C1)F)C(CN1C(OC(=N1)C)=O)=O)C1=CC=CC=C1)F (2S,4R)-N-[(S)-[5-(3,3-difluorocyclobutyl)-6-fluoropyridin-2-yl](phenyl)methyl]-4-fluoro-1-[2-(5-methyl-2-oxo-2,3-dihydro-1,3,4-oxadiazol-3-yl)acetyl]pyrrolidine-2-carboxamide